pyrrolidin-3-yl 1-[4-[[4-[[2-(6-methyl-2-pyridyl)pyrimidin-4-yl]amino]pyrimidin-2-yl]amino]phenyl]piperidine-3-carboxylate CC1=CC=CC(=N1)C1=NC=CC(=N1)NC1=NC(=NC=C1)NC1=CC=C(C=C1)N1CC(CCC1)C(=O)OC1CNCC1